2-(methacryloyloxymethyl)-4-trifluoromethyloxyoxetane C(C(=C)C)(=O)OCC1OC(C1)OC(F)(F)F